C1(=CC=CC=C1)[C@@H](C)N1C=NC2=C(C1=O)C1=C(S2)CNCC1 (R)-3-(1-Phenylethyl)-5,6,7,8-tetrahydropyrido[4',3':4,5]thieno[2,3-d]pyrimidin-4(3H)-one